C1(C(C(C(C(C1OP(=O)(O)O)OP(=O)(O)O)OP(=O)(O)O)OP(=O)(O)O)OP(=O)(O)O)OP(=O)(O)O myo-inositol hexaphosphate